tert-butyl (S)-4-(1-((6-methoxy-2-methyl-2H-pyrazolo[3,4-b]pyridin-5-yl)carbamoyl)-5-methyl-2,3-dihydro-1H-pyrrolo[2,3-b]pyridin-4-yl)-2-methylpiperazine-1-carboxylate COC=1C(=CC=2C(N1)=NN(C2)C)NC(=O)N2CCC=1C2=NC=C(C1N1C[C@@H](N(CC1)C(=O)OC(C)(C)C)C)C